5-{3-[4-(3-methyl-benzyloxy)phenylthio]fur-2-yl}imidazolidine-2,4-dione CC=1C=C(COC2=CC=C(C=C2)SC2=C(OC=C2)C2C(NC(N2)=O)=O)C=CC1